C1=CC(=CC=C1C2=C(C(=O)C3=C(C=C(C=C3O2)O)O)O)O[C@H]4[C@@H]([C@H]([C@@H]([C@H](O4)CO)O)O)O The molecule is a kaempferol O-glucoside that is kaempferol attached to a beta-D-glucopyranosyl moiety at position 4' via a glycosidic linkage. It has a role as a plant metabolite. It is a beta-D-glucoside, a kaempferol O-glucoside, a monosaccharide derivative, a trihydroxyflavone and a member of flavonols.